FC=1C=C(C=CC1)COC=1SC=2C(N(CCC2N1)C1=CC=C(C=C1)C(F)(F)F)=O 2-[(3-fluorophenyl)methoxy]-6,7-dihydro-5-[4-(trifluoromethyl)phenyl]-thiazolo[5,4-c]pyridin-4(5H)-one